C(#N)C=1C(=NC(=NC1)NCC1=C(N=NN1C)C1=CC=C(C(=N1)C)O[C@@H]1C[C@H](CCC1)C(=O)O)C1CCC1 (1S,3S)-3-((6-(5-(((5-cyano-4-cyclobutyl-pyrimidin-2-yl)amino)methyl)-1-methyl-1H-1,2,3-triazol-4-yl)-2-methylpyridin-3-yl)oxy)cyclohexanecarboxylic acid